(1R,2S,4R)-2-Fluoro-N4-(imidazo[1,2-a]pyridin-8-ylmethyl)-N1-((2-(pyridin-2-yl)thiazol-5-yl)methyl)cyclohexane-1,4-diamine F[C@@H]1[C@@H](CC[C@H](C1)NCC=1C=2N(C=CC1)C=CN2)NCC2=CN=C(S2)C2=NC=CC=C2